C1(CCCCCCC1)(O)O cyclooctane-diol